6-methyl-7-[3-(trifluoromethyl)-7,8-dihydro-5H-1,6-naphthyridin-6-yl]-2H-[1,2,4]triazolo[4,3-a]pyrimidin-3-one CC=1C(=NC=2N(C1)C(NN2)=O)N2CC=1C=C(C=NC1CC2)C(F)(F)F